C(C)C1=C(C=CC(=C1)N1CCNCC1)NC1=NC=C(C(=N1)C1=CC=2S(CCSCC2S1)(=O)=O)C(F)(F)F 7-(2-((2-ethyl-4-(piperazin-1-yl)phenyl)amino)-5-(trifluoromethyl)pyrimidin-4-yl)-2,3-dihydro-5H-thieno[3,2-e][1,4]dithiepine 1,1-dioxide